CCC(=O)OC1CCC2C1(CCC3C2CCC4=C3C=CC(=C4)OC(=O)CC)C β-estradiol 3,17-dipropionate